NC(CCC1CC1)(C1=CC=NC=C1)C=1C=CC(=C(C1)NC(=O)[C@@H]1N(C[C@@H](C1)OCCC)C(=O)NC1=NC=C(C=C1)Cl)F (2R,4R)-N2-(5-((+)-1-amino-3-cyclopropyl-1-(pyridin-4-yl)propyl)-2-fluorophenyl)-N1-(5-chloropyridin-2-yl)-4-propoxypyrrolidine-1,2-dicarboxamide